CN1N=C(C=C1C)N1C(C(=CC=C1)NC=1C2=C(C=3N(N1)C(=CN3)C(=O)N[C@H]3[C@H](C3)OC)NC=C2)=O 6-((1-(1,5-dimethyl-1H-pyrazol-3-yl)-2-oxo-1,2-dihydropyridin-3-yl)amino)-N-((1R,2S)-2-Methoxycyclopropyl)-9H-imidazo[1,2-b]pyrrolo[2,3-d]pyridazine-3-carboxamide